Acrylaldehyd C(C=C)=O